C(OC[C@]1(O[C@H]([C@@H]([C@@H]1O)O)C1=CC=C2C(=NC=NN21)N)C#N)(OCCC(C)(C)C)=O ((2R,3S,4R,5S)-5-(4-aminopyrrolo[2,1-f][1,2,4]triazin-7-yl)-2-cyano-3,4-dihydroxytetrahydrofuran-2-yl)methyl (3,3-dimethylbutyl) carbonate